CN1CCN(CC1)C1=NC(=CC(=N1)N1CCN(CC1)C(=O)OCC1=CC=CC=C1)NC(=O)C1=CC=CC2=CC=CC=C12 benzyl 4-[2-(4-methylpiperazin-1-yl)-6-(naphthalene-1-carbonylamino)pyrimidin-4-yl]piperazine-1-carboxylate